ClC=1C=C(C=CC1OC)C1=CN=C2N1C=CN=C2NC2=CC(=C(C=C2)C(=O)N2CCOCC2)C (4-((3-(3-chloro-4-methoxy-phenyl)imidazo[1,2-a]pyrazin-8-yl)amino)-2-methyl-phenyl)(morpholino)methanone